D-gluconic acid 6-phosphate P(=O)(O)(O)OC[C@H]([C@H]([C@@H]([C@H](C(=O)O)O)O)O)O